(R)-8-((3S,5R)-4-acryloyl-3,5-dimethylpiperazin-1-yl)-11-(4-fluorophenyl)-3-(pyridin-2-yl)-10-(trifluoromethyl)-3,4-dihydro-2H,6H-[1,4]thiazepino[2,3,4-ii]quinazolin-6-one C(C=C)(=O)N1[C@H](CN(C[C@H]1C)C1=NC(N2C3=C(C(=C(C=C13)C(F)(F)F)C1=CC=C(C=C1)F)SC[C@H](C2)C2=NC=CC=C2)=O)C